O=C1N(CCC(N1)=O)C1=CC=C(CN2CCN(CC2)C2=CC=C(C=C2)N2N=C3C(=CC=CC3=C2)C(=O)N)C=C1 2-(4-(4-(4-(2,4-dioxotetrahydropyrimidin-1(2H)-yl)benzyl)piperazin-1-yl)phenyl)-2H-indazole-7-carboxamide